Cyclohexanoyl-Coenzyme A C1(CCCCC1)C(=O)SCCNC(CCNC([C@@H](C(COP(OP(OC[C@@H]1[C@H]([C@H]([C@@H](O1)N1C=NC=2C(N)=NC=NC12)O)OP(=O)(O)O)(=O)O)(=O)O)(C)C)O)=O)=O